C([O-])([O-])=O.[Li+].[Cl+] chlorine lithium carbonate